FC(C=1OC(=NN1)C1=CC=C(C=C1)CN1N=C(N=N1)C1=CC=C2C=CN=CC2=C1)F 2-(difluoromethyl)-5-(4-((5-(isoquinolin-7-yl)-2H-tetrazol-2-yl)methyl)phenyl)-1,3,4-oxadiazole